1-[(3S)-3-[5-acetyl-8-amino-1-[2-(2,6-difluoro-3,5-dimethoxy-phenyl)ethynyl]imidazo[1,5-a]pyrazin-3-yl]pyrrolidin-1-yl]prop-2-en-1-one C(C)(=O)C1=CN=C(C=2N1C(=NC2C#CC2=C(C(=CC(=C2F)OC)OC)F)[C@@H]2CN(CC2)C(C=C)=O)N